BrC=1C=NC=2N(C1)C(=CC2)C=2C=NN(C2)CC 3-bromo-6-(1-ethylpyrazol-4-yl)pyrrolo[1,5-a]Pyrimidine